FC1CNCCC1(N)C1=CC=CC=C1 3-fluoro-4-phenylpiperidin-4-amine